C(C)(C)(C)OC(=O)[C@@H]1CCCC=2N1C(N(N2)\C=C\C2=CC=C(C=C2)F)=O tert-Butyl-(5S)-2-[(E)-2-(4-fluorophenyl)vinyl]-3-oxo-2,3,5,6,7,8-hexahydro[1,2,4]triazolo[4,3-a]pyridine-5-carboxylate